(S)-1-(quinolin-8-yl)ethylamine N1=CC=CC2=CC=CC(=C12)[C@H](C)N